NC=1C2=C(N=CN1)N(C(=C2C2=CC=C(C=C2)C(=O)N2CCCC2)C2=CC=C(C=C2)NC(=O)C2=CCC2)C N-(4-(4-amino-7-methyl-5-(4-(pyrrolidine-1-carbonyl)phenyl)-7H-pyrrolo[2,3-d]pyrimidin-6-yl)phenyl)cyclobut-1-ene-1-carboxamide